CC1=C(C=CC(=C1)C1=CC=NC2=CC(=CC=C12)O)O 2-Methyl-4-(7-hydroxy-4-quinolyl)-phenol